2,2',2''-((methylsilanetriyl)tris(oxy))tris(propan-1-amine) C[Si](OC(CN)C)(OC(CN)C)OC(CN)C